(E)-1-[4-[(1-Hexyltriazol-4-yl)methoxy]-2-hydroxyphenyl]-3-(4-propan-2-ylphenyl)prop-2-en-1-one C(CCCCC)N1N=NC(=C1)COC1=CC(=C(C=C1)C(\C=C\C1=CC=C(C=C1)C(C)C)=O)O